FC1=C(C=C(C(=C1O)F)C(F)(F)F)C1=NN(C2=NC(=NC=C21)N2CCC(CC2)NS(=O)(=O)C)C N-(1-(3-(2,4-Difluoro-3-hydroxy-5-(trifluoromethyl)phenyl)-1-methyl-1H-pyrazolo[3,4-d]pyrimidin-6-yl)piperidin-4-yl)methanesulfonamide